OC=1C(=C(C=NC1C)COP(O)(O)=O)/C=N/OC[C@@H]1CNCC1 ({5-hydroxy-6-methyl-4-[(E)-({[(3S)-pyrrolidin-3-yl]methoxy}imino)methyl]pyridin-3-yl}methoxy)phosphonic acid